FC=1C=C(CN2C=CC3=CC(=CC=C23)C2=C(C(=O)NCCO)C=CC=C2)C=CC1 2-(1-(3-fluorobenzyl)-1H-indol-5-yl)-N-(2-hydroxyethyl)benzamide